6',6'''-((2-(tert-butyl)propane-1,3-diyl)bis(oxy))bis(3-(3,6-di-tert-butyl-9H-carbazol-9-yl)-3'-fluoro-5-(2,4,4-trimethylpentan-2-yl)-[1,1'-biphenyl]-2-ol) C(C)(C)(C)C(COC1=CC=C(C=C1C=1C(=C(C=C(C1)C(C)(CC(C)(C)C)C)N1C2=CC=C(C=C2C=2C=C(C=CC12)C(C)(C)C)C(C)(C)C)O)F)COC1=CC=C(C=C1C=1C(=C(C=C(C1)C(C)(CC(C)(C)C)C)N1C2=CC=C(C=C2C=2C=C(C=CC12)C(C)(C)C)C(C)(C)C)O)F